C(C)(C)OC=1C=CC(=NC1)C=1N=C(SC1)NC1=C(C=C(C=N1)N(C(OC(C)(C)C)=O)C)C(F)(F)F tert-butyl (6-((4-(5-isopropoxypyridin-2-yl)thiazol-2-yl)amino)-5-(trifluoromethyl)pyridin-3-yl)(methyl)carbamate